propenyl-phthalonitrile C(=CC)C1=C(C(C#N)=CC=C1)C#N